C1(CCCCC1)C1=NC2=C(N1C(=O)N)C=CC=C2N2CCN(CC2)C2CC2 Cyclohexyl-4-(4-cyclopropylpiperazin-1-yl)-1H-benzo[d]imidazole-1-carboxamide